[N+](=O)([O-])C=1C=C(C(=O)OC)C=C(C1Br)Br methyl 3-nitro-4,5-dibromobenzoate